C1(=C(C=CC=C1)C#CC1=NNC2=CC=C(C=C12)C(=O)N1CCCC1)C1=CC=CC=C1 1-(3-([1,1'-Biphenyl]-2-ylethynyl)-1H-indazole-5-carbonyl)pyrrolidin